(E)-N-(3-(ethylamino)-3-iminopropyl)-4-(4-(4-(4-methoxystyryl)benzamido)-1-methyl-1H-pyrrole-2-carboxamido)-1-methyl-1H-pyrrole-2-carboxamide C(C)NC(CCNC(=O)C=1N(C=C(C1)NC(=O)C=1N(C=C(C1)NC(C1=CC=C(C=C1)\C=C\C1=CC=C(C=C1)OC)=O)C)C)=N